NCC(=O)NCC(=O)N[C@H](C(=O)NCC(=O)NCOCCC#C)CC1=CC=CC=C1 (S)-2-(2-(2-aminoacetamido)acetamido)-N-(2-(((but-3-yn-1-yloxy)methyl)amino)-2-oxoethyl)-3-phenylpropanamide